C(C)N1C=NC=C1C(=O)NC=1C=C2CCC(NC2=CC1)=O 3-ethyl-N-(2-oxo-3,4-dihydro-1H-quinolin-6-yl)imidazole-4-carboxamide